2-Amino-7-(cyclopropylmethyl)-9-((2R,3S,4S,5R)-4-fluoro-3-hydroxy-5-(hydroxymethyl)tetrahydrofuran-2-yl)-7,9-dihydro-1H-purin-6,8-dion NC=1NC(C=2N(C(N(C2N1)[C@@H]1O[C@@H]([C@H]([C@H]1O)F)CO)=O)CC1CC1)=O